N-[(6-Amino-2-pyridyl)sulfonyl]-6-(2-isopropylpyrazol-3-yl)-2-(2,4,6-trimethylphenoxy)pyridin-3-carboxamid NC1=CC=CC(=N1)S(=O)(=O)NC(=O)C=1C(=NC(=CC1)C=1N(N=CC1)C(C)C)OC1=C(C=C(C=C1C)C)C